3-menthoxypropan-1,2-diol C1(CC(C(CC1)C(C)C)OCC(CO)O)C